OS(=O)(=O)F hydroxysulfonyl fluoride